C(=O)C1=C(C(=NO1)C1[C@H]2CNC[C@@H]12)C (1R,5S,6r)-6-(5-formyl-4-methyl-1,2-oxazol-3-yl)-3-azabicyclo[3.1.0]Hexane